2-chloro-2-(2,6-difluorophenyl)-1-ethyl-[3,3'-bipyridin]-6(1H)-one ClC1(N(C(CC=C1C=1C=NC=CC1)=O)CC)C1=C(C=CC=C1F)F